N6-isopentenyl-adenosine C(CC(=C)C)NC=1C=2N=CN([C@H]3[C@H](O)[C@H](O)[C@@H](CO)O3)C2N=CN1